ClC1=C(C=CC=C1)C=1N(C2=NC(=NC(=C2N1)N1CCC(CC1)(C(=O)N)C)NCCS(=O)(=O)C)C1=CC=C(C=C1)Cl 1-[8-(2-chlorophenyl)-9-(4-chlorophenyl)-2-(2-methylsulfonylethylamino)purin-6-yl]-4-methyl-piperidine-4-carboxamide